N-(4,5-bis-methylsulfonyl-2-methylbenzoyl)guanidine HCl salt Cl.CS(=O)(=O)C1=CC(=C(C(=O)NC(=N)N)C=C1S(=O)(=O)C)C